fluoro-2-(((2R,7aS)-2-fluorotetrahydro-1H-pyrrolizin-7a(5H)-yl)methoxy)-4,5,6-trimethyl-4,5,6,7-tetrahydro-[1,5]oxazocino[4,3,2-de]quinazoline FC1(N(C2=NC(=NC=3C=CC=C(C23)OCC1C)OC[C@]12CCCN2C[C@@H](C1)F)C)C